1-(tert-Butyl)-3-(3-(isopropylthio)phenyl)-5-methyl-pyrazol-4-ol C(C)(C)(C)N1N=C(C(=C1C)O)C1=CC(=CC=C1)SC(C)C